(S)-6-((4-((2-hydroxy-1-phenylethyl)amino)-5-(5-(pyridin-2-yl)-1,3,4-oxadiazol-2-yl)pyrimidin-2-yl)amino)-1-isopropyl-2-propyl-1,2-dihydro-3H-pyrazolo[3,4-b]pyridin-3-one OC[C@H](C1=CC=CC=C1)NC1=NC(=NC=C1C=1OC(=NN1)C1=NC=CC=C1)NC1=CC=C2C(=N1)N(N(C2=O)CCC)C(C)C